COCC=1SC(=C(N1)C)C(=O)O 2-(methoxymethyl)-4-methylthiazole-5-carboxylic acid